ClC=1C=C(C(=C(C(=O)O)C1)OC)C 5-chloro-2-methoxy-3-methylbenzoic acid